beta-D-galactopyranosyl(1→6)-D-glucopyranose [C@@H]1([C@H](O)[C@@H](O)[C@@H](O)[C@H](O1)CO)OC[C@@H]1[C@H]([C@@H]([C@H](C(O)O1)O)O)O